(S)-6-(3-hydroxypyrrolidin-1-yl)-N-(2-morpholino-5-(piperidin-1-yl)thiazolo[4,5-b]Pyridin-6-yl)pyridine-2-carboxamide O[C@@H]1CN(CC1)C1=CC=CC(=N1)C(=O)NC=1C=C2C(=NC1N1CCCCC1)N=C(S2)N2CCOCC2